(3-(4-fluoro-1,3-dioxoisoindolin-2-yl)-2,6-dioxopiperidin-1-yl)methyl pivalate C(C(C)(C)C)(=O)OCN1C(C(CCC1=O)N1C(C2=CC=CC(=C2C1=O)F)=O)=O